Cl.N1=NC=C(C=C1)N Pyridazin-4-amine hydrochloride